CN1CSC=C1C1=CC=C(C=C1)OC 3-methyl-4-(4'-methoxy-phenyl)thiazole